6-(3-(1H-indazol-5-yl)-1,2,4-oxadiazol-5-yl)-2,2-diethylchroman-4-one N1N=CC2=CC(=CC=C12)C1=NOC(=N1)C=1C=C2C(CC(OC2=CC1)(CC)CC)=O